OC1=CC=CC2=COC=C12 7-hydroxyisobenzofuran